C1(CC1)CC(=O)N[C@@H](CCN1C2CC(CC1CC2)NC(CC2=CC=C(C=C2)F)=O)C2=CC=CC=C2 2-Cyclopropyl-N-[(1S)-3-(3-exo-{[2-(4-fluorophenyl)acetyl]amino}-8-azabicyclo[3.2.1]oct-8-yl)-1-phenylpropyl]acetamide